(-)-2,2'-isopropylidenebis[(4S)-4-phenyl-2-oxazoline] CC(C)(C1=N[C@H](CO1)C2=CC=CC=C2)C3=N[C@H](CO3)C4=CC=CC=C4